((((3S,11aR)-9-keto-3,4-dihydro-1H,9H,11H-3,11a-methanopyrimido[6',1':2,3]imidazo[5,1-c][1,4]oxazin-7-yl)oxy)methyl)benzonitrile O=C1N=C(C=C2N1C[C@]13CO[C@H](CN12)C3)OCC3=C(C#N)C=CC=C3